octahydropentalene-2-carboxamide C1C(CC2CCCC12)C(=O)N